3-Fluoropyrrolidine-1-sulfonamide FC1CN(CC1)S(=O)(=O)N